6-(4-chlorophenyl)-N-[(2R)-1,4-dihydroxybutan-2-yl]-2-(3-fluorophenyl)-3-oxo-2,3-dihydropyridazine-4-carboxamide ClC1=CC=C(C=C1)C=1C=C(C(N(N1)C1=CC(=CC=C1)F)=O)C(=O)N[C@@H](CO)CCO